C(\C=C(/C)\CCC=C(C)C)C(\C=C(/C)\CCC=C(C)C)N1C(CCCCC1)=O 1-geranylgeranylazacycloheptan-2-one